1-(3-chloro-5-methylpyridin-2-yl)cyclopropane-1-carboxylic acid ClC=1C(=NC=C(C1)C)C1(CC1)C(=O)O